N-(2-chloro-5-(4-oxo-3-phenyl-3,4-dihydrophthalazin-1-yl)phenyl)-N-(methylsulfonyl)methanesulfonamide ClC1=C(C=C(C=C1)C1=NN(C(C2=CC=CC=C12)=O)C1=CC=CC=C1)N(S(=O)(=O)C)S(=O)(=O)C